(S)-N-(5-cyclopropyl-6-(4-ethynyl-2-hydroxyphenyl)pyridazin-3-yl)-2-(methylamino)propanamide C1(CC1)C=1C=C(N=NC1C1=C(C=C(C=C1)C#C)O)NC([C@H](C)NC)=O